N-(4-(dimethylamino)-3-((2-((1-methyl-1H-pyrazol-4-yl)amino)-5-(4-(trifluoromethyl)phenyl)pyrimidin-4-yl)amino)phenyl)acrylamide trifluoroacetate FC(C(=O)O)(F)F.CN(C1=C(C=C(C=C1)NC(C=C)=O)NC1=NC(=NC=C1C1=CC=C(C=C1)C(F)(F)F)NC=1C=NN(C1)C)C